FC=1C(=NC(=NC1C)C=1CC2C(CN(C2)C(=O)C2=CC(=NC=C2N2N=CC=N2)OC([2H])([2H])[2H])C1)C (5-(5-fluoro-4,6-dimethylpyrimidin-2-yl)-3,3a,4,6a-tetrahydrocyclopenta[c]pyrrol-2(1H)-yl)(2-(methoxy-d3)-5-(2H-1,2,3-triazol-2-yl)pyridin-4-yl)methanone